Cl.OC[C@@H]1N(CCNC1)C(=O)OCC1=CC=CC=C1 benzyl (R)-2-(hydroxymethyl)piperazine-1-carboxylate hydrochloride